N[C@@H]1CN(C[C@H]1OC)C=1C=C(C(=NC1)N1CCN(CC1)C[C@H]1CN(C[C@H](O1)C)C1=C2C=CC(=NC2=C(C=C1)C#N)[2H])C 5-[(2S,6R)-2-[[4-[5-[(3R,4R)-3-amino-4-methoxy-pyrrolidin-1-yl]-3-methyl-2-pyridyl]piperazin-1-yl]methyl]-6-methyl-morpholin-4-yl]-2-deuterio-quinoline-8-carbonitrile